N,N'-Bis(naphthalen-1-yl)-N,N'-diphenyl-benzidine C1(=CC=CC2=CC=CC=C12)N(C1=CC=C(C=C1)C1=CC=C(N(C2=CC=CC=C2)C2=CC=CC3=CC=CC=C23)C=C1)C1=CC=CC=C1